CC1=NC=CC(=C1)NC(=O)C1=CC(=CC=2N(C=NC21)CC(F)(F)F)C#CCNC=2C(OC)=CC=C(C2)C(NC)=O N-(2-methyl-4-pyridyl)-6-{3-[4-(N-methylcarbamoyl)-2-anisidino]-1-propynyl}-1-(2,2,2-trifluoroethyl)-1H-1,3-benzimidazole-4-carboxamide